5-{2-amino-[1,2,4]triazolo[1,5-a]pyridin-7-yl}-2-methyl-N-{[2-(prop-2-yloxy)phenyl]methyl}pyridine-3-carboxamide NC1=NN2C(C=C(C=C2)C=2C=C(C(=NC2)C)C(=O)NCC2=C(C=CC=C2)OC(C)C)=N1